N-((6-(hydrazinecarbonyl)pyridazin-3-yl)methyl)-N-phenylmethanesulfonamide N(N)C(=O)C1=CC=C(N=N1)CN(S(=O)(=O)C)C1=CC=CC=C1